FC1=C(C=C2CN(C(C2=C1)=O)C1CNCCC1)N1CCN(CC1)S(=O)(=O)C1=CC=C2CCN(CC2=C1)C(C(F)(F)F)=O 3-(6-Fluoro-1-oxo-5-(4-((2-(2,2,2-trifluoroacetyl)-1,2,3,4-tetrahydroisoquinolin-7-yl)sulfonyl)piperazin-1-yl)isoindolin-2-yl)piperidine